C[C@H]1N(C[C@@H](N(C1)C1=NC=C(N=C1)C(F)(F)F)C)C(=O)OC1CC2(CN(C2)C([2H])([2H])C2=C(C(=C(C(=C2[2H])[2H])[2H])[2H])[2H])C1 2-[(2H5)phenyl(2H2)methyl]-2-azaspiro[3.3]heptan-6-yl (2R,5S)-2,5-dimethyl-4-[5-(trifluoromethyl)pyrazin-2-yl]piperazine-1-carboxylate